C(C1=CC(C(=O)[O-])=CC=C1)(=O)OC isophthalic acid, methyl ester